COC1=CC=C(C=C1)N1C(=NN=C1SCC1=NC(=NO1)C1=CC=C(C=C1)C)C1=CC=NC=C1 4-[4-(4-methoxyphenyl)-5-[[[3-(4-methylphenyl)-1,2,4-oxadiazole-5-yl]methyl]thio]-4H-1,2,4-triazole-3-yl]-pyridine